(4-((tert-Butyldiphenylsilyl)oxy)phenethyl)carbamic acid tert-butyl ester C(C)(C)(C)OC(NCCC1=CC=C(C=C1)O[Si](C1=CC=CC=C1)(C1=CC=CC=C1)C(C)(C)C)=O